Ethyllinoleat C(C)OC(CCCCCCC\C=C/C\C=C/CCCCC)=O